N-(3-Cyano-5-(3-fluorobenzyl)-4,5,6,7-tetrahydrothieno[3,2-c]pyridin-2-yl)-2-(3-ethoxy-4-(methylsulfonyl)phenyl)-acetamid C(#N)C1=C(SC2=C1CN(CC2)CC2=CC(=CC=C2)F)NC(CC2=CC(=C(C=C2)S(=O)(=O)C)OCC)=O